ClC=1C(=CC=2C3=C(C(=NC2C1)OC[C@H]1N(CCC1)C)C=NC(=N3)N3CCNCC3)O (S)-8-chloro-9-hydroxy-5-((1-methylpyrrolidin-2-yl)methoxy)-2-(piperazin-1-yl)pyrimido[5,4-c]quinoline